(S)-ethyl 2,6-bis(((3-azidopropoxy)carbonyl)amino)hexanoate N(=[N+]=[N-])CCCOC(=O)N[C@H](C(=O)OCC)CCCCNC(=O)OCCCN=[N+]=[N-]